1-(6-(6-(Difluoromethyl)imidazo[1,2-b]pyridazin-3-yl)pyrimidin-4-yl)hexahydropyrrolo[3,4-b]pyrrole-5(1H)-sulfonamide FC(C=1C=CC=2N(N1)C(=CN2)C2=CC(=NC=N2)N2C1C(CC2)CN(C1)S(=O)(=O)N)F